5-(N-butanesulfonyl)amino-3-(octahydroindolizin-7-yl)-1H-indole C(CCC)S(=O)(=O)NC=1C=C2C(=CNC2=CC1)C1CCN2CCCC2C1